methyl-(phenyl)(o-tolyl)phosphine CP(C1=C(C=CC=C1)C)C1=CC=CC=C1